4-Bromo-N'-((4-bromophenyl)chloromethylene)benzohydrazonoyl chloride BrC1=CC=C(C(=NN=C(Cl)C2=CC=C(C=C2)Br)Cl)C=C1